ClC1=CC=C(C=C1)NC(C1=CC=C(C=C1)O[C@H](C(=O)NC1=CC=C(C=C1)Cl)C)=O (S)-N-(4-chlorophenyl)-4-((1-((4-chlorophenyl)amino)-1-oxopropan-2-yl)oxy)benzamide